C(CCCC)C1=CC2=C(S1)C=C(S2)C2=CC=C(C=C2)C#CC2=CC(=C(C(=C2)F)F)F 2-pentyl-5-{4-[(3,4,5-trifluorophenyl)ethynyl]phenyl}thieno[3,2-b]thiophene